4-(4-morpholinylacetyl)morpholine N1(CCOCC1)CC(=O)N1CCOCC1